ONC1=NC(N([C@H]2[C@H](O)[C@H](O)[C@@H](CO)O2)C=C1)=O N(4)-Hydroxycytidine